C1OCC2=CC(=CC=C12)NC(CC=1C(OC2=CC(=C(C=C2C1C)OC)O)=O)=O N-(1,3-dihydroisobenzofuran-5-yl)-2-(7-hydroxy-6-methoxy-4-methyl-2-oxo-2H-chromen-3-yl)acetamide